C(C)(C)(C)OC(=O)N1CC=2N(C[C@H]1C)N=C(C2)C#N (6R)-2-cyano-6-methyl-6,7-dihydro-4H-pyrazolo[1,5-a]pyrazine-5-carboxylic acid tert-butyl ester